methyl 2-(4-(dimethylamino) benzoyl)-1,2,3,4-tetrahydroisoquinoline-6-carboxylate CN(C1=CC=C(C(=O)N2CC3=CC=C(C=C3CC2)C(=O)OC)C=C1)C